BrC1=CC=C(CCN2CCN(CC2)C2=CC=C(C=C2)C2=CC3=C(C(=N2)C)C=C(N3C)C3=CC=C(C=C3)S(=O)(=O)C)C=C1 6-(4-(4-(4-bromophenethyl)piperazin-1-yl)phenyl)-1,4-dimethyl-2-(4-(methylsulfonyl)phenyl)-1H-pyrrolo[3,2-c]pyridine